(4-((7-amino-2-(furan-2-yl)-[1,2,4]triazolo[1,5-a][1,3,5]triazin-5-yl)-L-prolyl)piperazin-1-yl)(3-(4-methylpiperazin-1-yl)phenyl)methanone NC1=NC(=NC=2N1N=C(N2)C=2OC=CC2)N2[C@@H](CCC2)C(=O)N2CCN(CC2)C(=O)C2=CC(=CC=C2)N2CCN(CC2)C